NC1=CC=CC(=N1)S(=O)(=O)NC(=O)C=1C(=NC(=CC1)C=1C=NC(=CC1)OC(C)C)N1C(CC2CCCCC12)C N-[(6-Amino-2-pyridyl)sulfonyl]-6-(6-isopropoxy-3-pyridyl)-2-(2-methyl-2,3,3a,4,5,6,7,7a-octahydroindol-1-yl)pyridin-3-carboxamid